N12C(C3=CC=CC(C(NC4=NC=CC(CC(CNCC1)C2)=N4)=O)=C3)=O 1,9,11,18,22-pentaazatetracyclo[14.4.1.13,7.110,14]tricosa-3,5,7(23),10,12,14(22)-hexaene-2,8-dione